C(C)(=O)OCC1=CC=C(C=C1)NC1=C(C=CC(=N1)C1=NC=C(C=C1)F)[N+](=O)[O-] 4-((5'-fluoro-5-nitro-[2,2'-bipyridin]-6-yl)amino)benzyl acetate